(S)-5-(((2-Amino-2-oxoethyl)amino)methyl)-N-(2-chloro-3-(3'-chloro-6-methoxy-5-((((5-oxopyrrolidin-2-yl)methyl)amino)methyl)-[2,4'-bipyridin]-2'-yl)phenyl)-4-methoxypicolinamide NC(CNCC=1C(=CC(=NC1)C(=O)NC1=C(C(=CC=C1)C1=NC=CC(=C1Cl)C1=NC(=C(C=C1)CNC[C@H]1NC(CC1)=O)OC)Cl)OC)=O